FC1=CC=C(C=C1)NC(=O)C1NCCC1 N-(4-fluorophenyl)pyrrolidine-2-carboxamide